6-(2-chloroacetyl)-3,3-dimethyl-3,4-dihydro-quinolin-2(1H)-one ClCC(=O)C=1C=C2CC(C(NC2=CC1)=O)(C)C